L-quinovose O=C[C@@H](O)[C@H](O)[C@@H](O)[C@@H](O)C